C(C)(C)NC(O[C@H]1C[C@H](CC1)C=1NN=C(C1)NC(CSC1=C(C(=CC=C1)OCC1=CC=C(C=C1)OC)C1OCCO1)=O)=O (1R,3S)-3-[5-(2-{[2-(1,3-dioxolan-2-yl)-3-[(4-methoxyphenyl)methoxy] phenyl]sulfanyl}acetamido)-2H-pyrazol-3-yl]cyclopentyl N-isopropylcarbamate